Di((6Z,19Z,22Z)-octacosa-6,19,22-trien-10-yl) Z-glutamate N[C@@H](CCC(=O)OC(CC\C=C/CCCCC)CCCCCCCC\C=C/C\C=C/CCCCC)C(=O)OC(CC\C=C/CCCCC)CCCCCCCC\C=C/C\C=C/CCCCC